N(=[N+]=[N-])C(C)C=1C(=CC(=NC1)F)C 5-(1-azidoethyl)-2-fluoro-4-methylpyridine